NC1=C(C=C(C(=O)N(N(C2=NC=CC=N2)C)CC2=CC=C(C=C2)C(F)(F)F)C=C1)Br 4-amino-3-bromo-N'-methyl-N'-(pyrimidin-2-yl)-N-(4-(trifluoromethyl)benzyl)benzohydrazide